ClC=1C2=C(C(NN1)=O)N(C=C2)S(=O)(=O)C2=CC=CC=C2 4-chloro-1-(phenylsulfonyl)-1,6-dihydro-7H-pyrrolo[2,3-d]pyridazin-7-one